C1CC12CN[C@@H](C2)CO (S)-5-azaspiro[2.4]hept-6-ylcarbinol